N-cyclohexyl-2-(4-(2-((4-fluoro-2-methylphenyl)amino)-2-oxoethoxy)-3-methoxyphenyl)-2-oxoacetamide C1(CCCCC1)NC(C(=O)C1=CC(=C(C=C1)OCC(=O)NC1=C(C=C(C=C1)F)C)OC)=O